C(C(C(C(C(F)F)(F)F)(F)F)(F)F)O 2,3,3,4,4,5,5-octafluoropentanol